CC=1C=C2C(=NC(=NC2=CC1)C(F)(F)F)SC1=C(C#N)C=CC=C1 ((6-methyl-2-(trifluoromethyl)quinazolin-4-yl)thio)benzonitrile